CC=1N(C(=CC1C(=O)N1[C@@H](CCCC1)COC=1C=C2CN(C(C2=CC1)=O)C1C(NC(CC1)=O)=O)C)C1=NOC(=C1)C 3-(5-(((S)-1-(2,5-dimethyl-1-(5-methylisoxazol-3-yl)-1H-pyrrole-3-carbonyl)piperidin-2-yl)methoxy)-1-oxoisoindolin-2-yl)piperidine-2,6-dione